[2-hydroxy-3-(3-oxobutanoyloxy)propyl] 3-oxobutanoate O=C(CC(=O)OCC(COC(CC(C)=O)=O)O)C